CC([C@@H](C(=O)NC1(CCNCC1)C(=O)N)NC(CCCC#CC=1C=NC(=NC1)S(=O)(=O)C)=O)C 4-((S)-3-methyl-2-(6-(2-(methanesulfonyl)pyrimidin-5-yl)hex-5-ynamido)butanamido)piperidine-4-carboxamide